CC1=CC(=CN2C1=NC(=CC2=O)C=2C=C1C=NN(C1=CC2)C)C2CCNCC2 9-methyl-2-(1-methyl-1H-indazol-5-yl)-7-(piperidin-4-yl)-4H-pyrido[1,2-a]pyrimidin-4-one